C(C)(=O)C1=CC=C(C=C1)N1CCN(CC1)C=1SC2=C(N1)C=CC(=C2)C(=O)O 2-(4-(4-acetylphenyl)piperazin-1-yl)benzo[d]thiazole-6-carboxylic acid